FC=1C=NC=CC1CN1C(=CC=C1)C(=O)NC=1SC=C(N1)C(C)(C)OC(C)C 1-((3-fluoropyridin-4-yl)methyl)-N-(4-(2-isopropoxypropan-2-yl)thiazol-2-yl)-1H-pyrrole-2-carboxamide